COC=1C=CC=2N(C1)C(=NC2)C 6-methoxy-3-methyl-imidazo[1,5-a]pyridine